Potassium Pyrazinetetracarboxylate N1=C(C(=NC(=C1C(=O)[O-])C(=O)[O-])C(=O)[O-])C(=O)[O-].[K+].[K+].[K+].[K+]